C(CCCCCCC)(=O)[O-].C(CCCCCCC)(=O)[O-].C(CCC)[Sn+2]CCCC di-n-butyltin dicaprylate